8-(1-methyl-6-(trifluoromethyl)-1H-benzo[d]imidazol-5-yl)-N-(3-(2,3,5,6-tetrafluoro-4-(methylsulfinyl)phenyl)propyl)indolizine-3-carboxamide CN1C=NC2=C1C=C(C(=C2)C2=CC=CN1C(=CC=C21)C(=O)NCCCC2=C(C(=C(C(=C2F)F)S(=O)C)F)F)C(F)(F)F